7-(pyridin-4-yl)-3,6-dihydroimidazo[4,5-d]pyrrolo[2,3-b]pyridin-2(1H)-one N1=CC=C(C=C1)C1=CC=2C(=NC=C3C2NC(N3)=O)N1